OC1(CC(C1)N1C=NC2=C1C=C(C=C2C(F)(F)F)O)C 1-[(cis)-3-hydroxy-3-methylcyclobutyl]-4-(trifluoromethyl)-1H-1,3-benzimidazol-6-ol